[Si](C)(C)(C(C)(C)C)OCC1=C(C=C(C=C1)[N+](=O)[O-])O 2-({[tert-butyl(dimethyl)silyl]oxy}methyl)-5-nitrophenol